C(C)OC(=O)C=1N=C(OC1)C=1C(=NC=NC1NC1=CC(=C(C=C1)OC1=CC2=C(N(C=N2)C)C=C1)C)C (4-methyl-6-((3-methyl-4-((1-methyl-1H-benzimidazol-5-yl)oxy)phenyl)amino)pyrimidin-5-yl)oxazole-4-carboxylic acid ethyl ester